2-(2-phenylpropyl)thiazolidine-4-carboxylic acid C1(=CC=CC=C1)C(CC1SCC(N1)C(=O)O)C